5,5-DIMETHYL-THIAZOLIDINE CC1(CNCS1)C